N-{((3R,4R-5R,6R)-2,4,5-Trihydroxy-6-(hydroxymethyl)tetrahydro-2H-pyran-3-yl)methyl}acetamide OC1O[C@@H]([C@@H]([C@@H]([C@H]1CNC(C)=O)O)O)CO